(2S)-2-[9H-fluoren-9-ylmethoxycarbonyl-(methyl)amino]heptanoic acid C1=CC=CC=2C3=CC=CC=C3C(C12)COC(=O)N([C@H](C(=O)O)CCCCC)C